F\C=C/1\[C@@H](CN(CC1)C([2H])([2H])[2H])C (S,E)-4-(fluoromethylene)-3-methyl-1-(methyl-d3)piperidine